ClC=1N=CC2=C(N1)C=CC=N2 chloropyrido[3,2-d]pyrimidine